F[C@@H]1C[C@H](CNC1)NC=1C2=C(N=CN1)C(=CC(=N2)C2=CC=C(C=C2)OC(F)(F)F)C(=O)N 4-[[(3R,5R)-5-fluoropiperidin-3-yl]amino]-6-[4-(trifluoromethoxy)phenyl]pyrido[3,2-d]pyrimidine-8-carboxamide